NC1=NC(=C2N=CN(C2=N1)[C@H]1C[C@H](C1)COP(=O)(OC1=CC=C(C=C1)Br)N([C@@H](C)C(=O)OC)C)OC Methyl N-(((cis-3-(2-amino-6-methoxy-9H-purin-9-yl)cyclobutyl) methoxy) (4-bromophenoxy) phosphoryl)-N-methyl-L-alaninate